Tert-butyl 4-amino-4-(pyridin-4-yl)piperidine-1-carboxylate NC1(CCN(CC1)C(=O)OC(C)(C)C)C1=CC=NC=C1